(E)-1-(5-Methyl-4-((3-methyl-4-((6-methylpyridin-3-yl)oxy)phenyl)amino)-5,6-dihydropyrido[4',3':4,5]thieno[2,3-d]pyrimidin-7(8H)-yl)-4-morpholinobut-2-en-1-one CC1CN(CC2=C1C1=C(N=CN=C1NC1=CC(=C(C=C1)OC=1C=NC(=CC1)C)C)S2)C(\C=C\CN2CCOCC2)=O